C(C)(C)C1=C(C=CC=C1)C=1N=CC2=C(N1)N(C1=C2C=CN=C1)CC1=CC=C(C=C1)C=1N(C=C(N1)C(F)(F)F)C 2-(2-isopropylphenyl)-9-(4-(1-methyl-4-(trifluoromethyl)-1H-imidazol-2-yl)benzyl)-9H-pyridino[4',3':4,5]pyrrolo[2,3-d]pyrimidine